N-[(2S,3S,4R)-3,4-dihydroxy-1-{[(2S,3R,4S,5R,6R)-3,4,5-trihydroxy-6-(hydroxymethyl)oxan-2-yl]oxy}octadecan-2-yl]-11-(oxetan-3-yl)undecanamide O[C@@H]([C@H](CO[C@H]1O[C@@H]([C@@H]([C@@H]([C@H]1O)O)O)CO)NC(CCCCCCCCCCC1COC1)=O)[C@@H](CCCCCCCCCCCCCC)O